P1(=O)(OCCO1)O[Si](C)(C)C ethylene (trimethylsilyl) phosphate